CN1N=CC(=C1)C1=CC=C(CC2=C3C(=NC(=C2)C(=O)OC)CCO3)C=C1 methyl 7-(4-(1-methyl-1H-pyrazol-4-yl) benzyl)-2,3-dihydrofuro[3,2-b]pyridine-5-carboxylate